5-(azetidin-3-ylmethyl)-3-(4-((4-chlorobenzyl)oxy)phenyl)-1,2,4-oxadiazole trifluoroacetate salt FC(C(=O)O)(F)F.N1CC(C1)CC1=NC(=NO1)C1=CC=C(C=C1)OCC1=CC=C(C=C1)Cl